C(C)(C)OC1=C(C=2C=CC=NC2C=C1)C(=O)O 6-isopropoxyquinoline-5-carboxylic acid